tert-butyl (2S,4R)-4-(5-(5-cyano-2-(trifluoromethoxy)-phenyl)oxazole-2-carboxamido)-2-(methoxymethyl)pyrrolidine-1-carboxylate C(#N)C=1C=CC(=C(C1)C1=CN=C(O1)C(=O)N[C@@H]1C[C@H](N(C1)C(=O)OC(C)(C)C)COC)OC(F)(F)F